FC=1C(=NC(=NC1)NC1=NC=C(C=C1)CN1CCN(CC1)C(C)C)C1=CC2=C(N=C(S2)N(C)C)C=C1 6-(5-fluoro-2-((5-((4-isopropylpiperazine-1-yl)methyl)pyridine-2-yl)amino)pyrimidine-4-yl)-N,N-dimethylbenzothiazole-2-amine